(R)-(+)-trans-(4-pyridyl)-4-(1-aminoethyl)-cyclohexanecarboxamide dihydrochloride monohydrate O.Cl.Cl.N1=CC=C(C=C1)C1(CCC(CC1)[C@@H](C)N)C(=O)N